C12(C=CC(CC1)O2)S(=O)(=O)N 7-oxabicyclo[2.2.1]heptenesulfonamide